methyl-4-(5-(3-(1-(4-methyl-4H-1,2,4-triazol-3-ylthio)ethyl)phenyl)isoxazol-3-yl)benzamide CC1=C(C(=O)N)C=CC(=C1)C1=NOC(=C1)C1=CC(=CC=C1)C(C)SC1=NN=CN1C